BrC1=C(N=CN1C1CCCCC1)C1=CC(=C(C=C1)F)F 5-bromo-1-cyclohexyl-4-(3,4-difluorophenyl)-1H-imidazole